S(=O)(=O)([O-])[O-].[Co+2].[Mg] magnesium cobaltous sulfate